CC(CC=C)C 4-methylpenten